N1=C(C=NC2=CC=CC=C12)C(=O)N quinoxalin-2-carboxamide